tert-Butyl 5-carbamoyl-6-(4-phenoxyphenyl)-3',6'-dihydro-[2,4'-bipyridine]-1'(2'H)-carboxylate C(N)(=O)C=1C=CC(=NC1C1=CC=C(C=C1)OC1=CC=CC=C1)C=1CCN(CC1)C(=O)OC(C)(C)C